F[C@@H]1CN(CC[C@@H]1NC1=NN2C(C=N1)=CN=C2C(C)C(C)(C)O)C(=O)OC(C)(C)C tert-butyl (3R,4S)-3-fluoro-4-{[7-(3-hydroxy-3-methylbutan-2-yl)imidazo[4,3-f][1,2,4]triazin-2-yl]amino}piperidine-1-carboxylate